C(C)(C)(C)OC(=O)N1C(=NC=2C=CSC21)CCCC 3-(tert-butoxycarbonyl)-2-butyl-3H-imidazolo[4,5-d]thiophene